O1N=C(C2=C1C=CC=C2)C2(CC2)S(=O)(=O)N(CC2=C(C=C(C=C2)OC)OC)CC2=C(C=C(C=C2)OC)OC 1-(1,2-benzoxazol-3-yl)-N,N-bis[(2,4-dimethoxyphenyl)methyl]cyclopropane-1-sulfonamide